FC(CS(=O)(=O)NC1=NC(=C(C=C1)OC=1N=C(SC1C1=NC(=NC=C1)N[C@@H]1CNC[C@H](C1)F)C)C)(F)F 2,2,2-Trifluoro-N-[5-[5-[2-[[(3S,5S)-5-fluoro-3-piperidyl]amino]pyrimidin-4-yl]-2-methyl-thiazol-4-yl]oxy-6-methyl-2-pyridyl]ethanesulfonamide